CC1=C(C(=CC(=C1)C)C)[O-].[Na+] sodium 2,4,6-trimethylphenolate